COCN(C1=NC(=NC(=N1)N(COC)COC)N(COC)COC)COC hexa(methoxymethyl)melamine